C(C)(C)C1=C(C=CC=C1)N=C(C)C1=NC(=CC=C1)C(C)=NC1=C(C=CC=C1)C(C)C 2,6-bis[1-(2-isopropylphenyl-imino)ethyl]pyridine